C(C)C(C(=O)[O-])CCCC.OC(C[N+](C)(C)C)C (2-hydroxypropyl)trimethylammonium 2-ethylhexanoate salt